1-pentyl-2-ethylpyridinium fluoride [F-].C(CCCC)[N+]1=C(C=CC=C1)CC